3-fluoro-2-hydroxy-5-(1-(5-(pyrrolidin-1-yl)pyrazin-2-yl)-1H-pyrazol-4-yl)benzaldehyde FC=1C(=C(C=O)C=C(C1)C=1C=NN(C1)C1=NC=C(N=C1)N1CCCC1)O